N-((3R,5S)-5-((1H-1,2,3-triazol-1-yl)methyl)pyrrolidin-3-yl)-5-(3-(trifluoromethyl)phenyl)oxazole-2-carboxamide TFA salt OC(=O)C(F)(F)F.N1(N=NC=C1)C[C@@H]1C[C@H](CN1)NC(=O)C=1OC(=CN1)C1=CC(=CC=C1)C(F)(F)F